7-([1,2,4]triazolo[1,5-a]pyridin-6-yl)-4-(3,4-dichlorophenyl)-1,2,3,4-tetrahydroisoquinoline-1,1-d2 N=1C=NN2C1C=CC(=C2)C2=CC=C1C(CNC(C1=C2)([2H])[2H])C2=CC(=C(C=C2)Cl)Cl